F[C@H]1C2=C(N3[C@@H]1CNCC3)N=CC(=C2)C(F)(F)F (5S,5aR)-5-fluoro-3-(trifluoromethyl)-5a,6,8,9-tetrahydropyrido[3',2':4,5]pyrrolo[1,2-a]pyrazin